C(C(=C)C)(=O)OC(C)O[Si](OCC)(OCC)C methacryloyloxy-methyl-triethoxy-silane